FC1=C(C(=CC=C1)F)C=1C(=NC=C(C1)F)C1(CC(=NO1)N1C[C@H]([C@H](C1)F)NS(=O)(=O)C)C N-[(3R,4S)-1-{5-[3-(2,6-difluorophenyl)-5-fluoropyridin-2-yl]-5-methyl-4,5-dihydro-1,2-oxazol-3-yl}-4-fluoropyrrolidin-3-yl]methanesulfonamide